[N-](C#N)C#N.C(C)N1CN(CC1)C 1-ethyl-3-methylimidazoline dicyanamide salt